2-(6-Methylpyridin-2-yl)morpholin-5,5,6,6-d4 CC1=CC=CC(=N1)C1CNC(C(O1)([2H])[2H])([2H])[2H]